ClC(COC=1SC2=C(N1)C=CC=C2)=C 2-[(2-chloro-2-propen-1-yl)oxy]-1,3-benzothiazole